OC(C)(C)C1=NC(=NO1)C=1SC=C(N1)C(=O)O 2-(5-(2-hydroxypropan-2-yl)-1,2,4-oxadiazol-3-yl)thiazole-4-carboxylic acid